[[4-[2-(2-amino-3-pyridyl)-6-bromo-imidazo[4,5-b]pyridin-3-yl]phenyl]methyl]carbamate NC1=NC=CC=C1C1=NC=2C(=NC=C(C2)Br)N1C1=CC=C(C=C1)CNC([O-])=O